[Si](C1=CC=CC=C1)(C1=CC=CC=C1)(C(C)(C)C)OCC1CC(C1)N1N=C2C=C(C(=CC2=C1)N)C(F)F 2-[3-[[Tert-butyl(diphenyl)silyl]oxymethyl]cyclobutyl]-6-(difluoromethyl)indazol-5-amine